CC(N)CC1=CNC2=CC=CC=C12 alpha-Methyl-tryptamine